NC=1C(=C(C=CC1)C1=C(C(=CC=C1)NC=1N=CC=C2C=C(C=NC12)CN1C[C@@H](CC1)O)C)C (R)-1-((8-(3'-amino-2,2'-dimethylbiphenyl-3-ylamino)-1,7-naphthyridin-3-yl)methyl)pyrrolidin-3-ol